FC1(CCN(CC1)C=1N=C(C=C2C1OC=C2)C2=NN=C(O2)C2=C(C=C(C=C2)NS(=O)(=O)C(C)C)N2CCC1(CC1)CC2)F N-(4-(5-(7-(4,4-difluoropiperidin-1-yl)furo[2,3-c]pyridin-5-yl)-1,3,4-oxadiazol-2-yl)-3-(6-azaspiro[2.5]oct-6-yl)phenyl)propane-2-sulfonamide